ClC1=C(C=CC=C1Cl)N1C(=NC(=CC1=O)N(C1CCC(CC1)(C)N)C)C 3-(2,3-dichlorophenyl)-2-methyl-6-{methyl[(cis)-4-amino-4-methylcyclohexyl]amino}-3,4-dihydropyrimidin-4-one